C1(CC1)C1=NOC(=N1)C12CCC(CC1)(CC2)CN(C(=O)C2CCCCC2)C=2C=C(C=CC2)/C=C/C(=O)OC methyl (E)-3-(3-(N-((4-(3-cyclopropyl-1,2,4-oxadiazol-5-yl)bicyclo[2.2.2]octan-1-yl)methyl)cyclohexanecarboxamido)phenyl)acrylate